OC1(C(C=CC=C1O)C=O)C=O 2,3-dihydroxybenzenedicarboxaldehyde